C1(=CC=CC=C1)C=1N=C2N(C=C(C=C2C2=CC=CC=C2)C2=CC=C(C=C2)S(=O)(=O)N)C1 4-(2,8-diphenylimidazo[1,2-a]pyridin-6-yl)benzenesulfonamide